tetradecane-2,4,6-triene-12-carboxylic acid benzyl ester C(C1=CC=CC=C1)OC(=O)C(CCCCC=CC=CC=CC)CC